1,2-dichloro-4-fluorobenzene ClC1=C(C=C(C=C1)F)Cl